ClC=1C(=NC(=NC1)NC1=C(C=C(C=C1)N1CCC(CC1)N1CCN(CC1)C)OC)NC1=C(C=CC=C1)N=S(=O)(C)C ((2-((5-chloro-2-((2-methoxy-4-(4-(4-methylpiperazin-1-yl)piperidin-1-yl)phenyl)amino)pyrimidin-4-yl)amino)phenyl)imino)dimethyl-λ6-sulfanone